(S)-2-(1-(2-chloro-6-methoxyphenyl)cyclopropane-1-carboxamido)-4-((2-(1-methylcyclopropoxy)ethyl)(4-(5,6,7,8-tetrahydro-1,8-naphthyridin-2-yl)butyl)amino)butanoic acid ClC1=C(C(=CC=C1)OC)C1(CC1)C(=O)N[C@H](C(=O)O)CCN(CCCCC1=NC=2NCCCC2C=C1)CCOC1(CC1)C